rel-(R)-5-fluoro-3-(trifluoromethyl)indolin-3-ol FC=1C=C2[C@](CNC2=CC1)(O)C(F)(F)F |o1:4|